N=NC=NN trans-formazan